SCCNCCCNCCCCNCCCN N-(2-mercaptoethyl)spermine